CN(CCNC(=O)NC1=CC=C(C=C1)C=1C=CC2=C(N(C=N2)C2=CC=C(C=C2)C2=CC(=C(C(=C2)OC)OC)OC)C1)C 1-(2-(dimethylamino)ethyl)-3-(4-(1-(3',4',5'-trimethoxy-[1,1'-biphenyl]-4-yl)-1H-benzo[d]imidazol-6-yl)phenyl)urea